C1(CCCC1)C1=CC(=CC(=C1)C1CCCC1)C1CCCC1 2,4,6-tricyclopentylbenzene